NCCC(CCCCN)N (2-aminoethyl)pentane-1,5-diamine